2-[[4-(1,8-diazaspiro[5.5]undec-8-yl)-3-pyrimidin-4-yl-pyrrolo[2,3-b]pyridin-1-yl]methoxy]ethyl-trimethyl-silane N1CCCCC12CN(CCC2)C2=C1C(=NC=C2)N(C=C1C1=NC=NC=C1)COCC[Si](C)(C)C